O[C@@H]1C[C@H](N(C1)C(=O)OC(C)(C)C)C(=O)N1CCN(CC1)C(C1=C(C=C(C=C1)NC=1C=2N(C=CN1)C(=CN2)I)C)=O tert-butyl (2S,4R)-4-hydroxy-2-(4-(4-((3-iodoimidazo[1,2-a]pyrazin-8-yl)amino)-2-methylbenzoyl)piperazine-1-carbonyl)pyrrolidine-1-carboxylate